Tris(4-fluorophenyl)borane FC1=CC=C(C=C1)B(C1=CC=C(C=C1)F)C1=CC=C(C=C1)F